N-(5-methyl-1,3,4-thiadiazol-2-yl)-4-(trans-2-((tetrahydro-2H-pyran-4-ylmethyl)amino)-cyclopropyl)-2-naphthamide CC1=NN=C(S1)NC(=O)C1=CC2=CC=CC=C2C(=C1)[C@H]1[C@@H](C1)NCC1CCOCC1